C(C)(C)(C)C1=CC=C(C=C1)CC(=O)Cl 4-tert-butyl-phenylacetyl chloride